ClC=1C(=C(C=CC1)NC=1C(=C(N2C1C(N(CC2)CC2=CC=C(C=C2)OC)=O)CO)C2=CC=NC=C2)C 8-((3-chloro-2-methylphenyl)amino)-6-(hydroxymethyl)-2-(4-methoxybenzyl)-7-(pyridin-4-yl)-3,4-dihydropyrrolo[1,2-a]pyrazin-1(2H)-one